1-[(12aR)-8-chloro-9-(2-chloro-6-hydroxyphenyl)-10-fluoro-3,4,12,12a-tetrahydro-6H-pyrazino[2,1-c][1,4]benzoxazepin-2(1H)-yl]prop-2-en-1-one ClC=1C(=C(C2=C(CN3[C@@H](CO2)CN(CC3)C(C=C)=O)C1)F)C1=C(C=CC=C1O)Cl